2-(4-tert-butyl-5-chloro-2-methyl-phenyl)-5-(dimethylamino)-1H-1,6-naphthyridin-4-one C(C)(C)(C)C1=CC(=C(C=C1Cl)C=1NC2=CC=NC(=C2C(C1)=O)N(C)C)C